tert-butyl ((S)-3-oxo-1-((S)-2-oxopyrrolidin-3-yl)-4-((2-(trifluoromethyl)pyrimidin-4-yl)oxy)butan-2-yl)carbamate O=C([C@H](C[C@H]1C(NCC1)=O)NC(OC(C)(C)C)=O)COC1=NC(=NC=C1)C(F)(F)F